4-[[[1-[2-hydroxy-4-(trifluoromethyl)phenyl]pyrido[3,4-d]pyridazin-4-yl]amino]methyl]pyrrolidin-2-one OC1=C(C=CC(=C1)C(F)(F)F)C1=C2C(=C(N=N1)NCC1CC(NC1)=O)C=NC=C2